2-(2-((cyclopropylmethyl)amino)pyridin-4-yl)-N-(3-(difluoromethyl)-1-(1-(4-(2,4-dioxotetrahydropyrimidin-1(2H)-yl)benzyl)piperidin-4-yl)-1H-pyrazol-4-yl)oxazole-4-carboxamide C1(CC1)CNC1=NC=CC(=C1)C=1OC=C(N1)C(=O)NC=1C(=NN(C1)C1CCN(CC1)CC1=CC=C(C=C1)N1C(NC(CC1)=O)=O)C(F)F